((4-bromophenyl)thio)hexahydrobenzo[d][1,3,2]oxathiaphosphole 2-oxide BrC1=CC=C(C=C1)SC12SP(OC1CCCC2)=O